7-(2-Methylimidazo[1,2-a]pyridin-6-yl)-3-(1-methylpiperidin-4-yl)quinazolin-4(3H)-one CC=1N=C2N(C=C(C=C2)C2=CC=C3C(N(C=NC3=C2)C2CCN(CC2)C)=O)C1